N~2~-(3-fluorophenyl)-N~2~-(methylsulfonyl)-N~1~-[2-(1-pyrrolidinylcarbonyl)phenyl]glycinamide FC=1C=C(C=CC1)N(CC(=O)NC1=C(C=CC=C1)C(=O)N1CCCC1)S(=O)(=O)C